[3,5-dimethyl-2-oxo-4-(4-piperidinyl)benzimidazol-1-yl]Piperidine-2,6-dione CN1C(N(C2=C1C(=C(C=C2)C)C2CCNCC2)N2C(CCCC2=O)=O)=O